5,8,11,14,17-pentaazatricosane-1-carboxylic acid C(CCCNCCNCCNCCNCCNCCCCCC)C(=O)O